9,9'-(5-(2,6-diphenylpyrimidin-4-yl)-1,3-phenylene)bis(3-(2,6-diphenylpyridin-4-yl)-9H-carbazole) C1(=CC=CC=C1)C1=NC(=CC(=N1)C=1C=C(C=C(C1)N1C2=CC=CC=C2C=2C=C(C=CC12)C1=CC(=NC(=C1)C1=CC=CC=C1)C1=CC=CC=C1)N1C2=CC=CC=C2C=2C=C(C=CC12)C1=CC(=NC(=C1)C1=CC=CC=C1)C1=CC=CC=C1)C1=CC=CC=C1